N-(5-(3,5-difluorobenzyl)-1H-indazol-3-yl)-4-(4-(4-(1-(2,6-dioxopiperidin-3-yl)-1H-indol-5-yl)but-3-yn-1-yl)piperazin-1-yl)-2-((tetrahydro-2H-pyran-4-yl)amino)benzamide FC=1C=C(CC=2C=C3C(=NNC3=CC2)NC(C2=C(C=C(C=C2)N2CCN(CC2)CCC#CC=2C=C3C=CN(C3=CC2)C2C(NC(CC2)=O)=O)NC2CCOCC2)=O)C=C(C1)F